O=C1N(CCC(N1)=O)C=1C=C(C(=O)NC2CCNCC2)C=CC1OC 3-(2,4-dioxohexahydropyrimidin-1-yl)-4-methoxy-N-(4-piperidyl)benzamide